4-{3-[(tert-butoxycarbonyl)amino]propanamido}-1-methylimidazole-2-carboxylic acid C(C)(C)(C)OC(=O)NCCC(=O)NC=1N=C(N(C1)C)C(=O)O